3-(3-((cyclohexylcarbamoyl)oxy)azetidin-1-yl)-2-(1H-pyrrol-1-yl)benzoic acid C1(CCCCC1)NC(=O)OC1CN(C1)C=1C(=C(C(=O)O)C=CC1)N1C=CC=C1